1,5-dimethyl-4-aminoimidazole hydrochloride Cl.CN1C=NC(=C1C)N